Cl.[N+](=O)([O-])C(C)C1(CNC1)O 3-(1-nitroethyl)azetidin-3-ol hydrochloride